COC1=CC=C(C2=C1NC(=N2)NC(=O)N2C[C@H](CC2)C#N)C=2C=NN(C2)C (S)-3-Cyano-pyrrolidine-1-carboxylic acid [7-methoxy-4-(1-methyl-1H-pyrazol-4-yl)-1H-benzoimidazol-2-yl]-amide